5-methoxy-1-methyl-6-oxo-1,6-dihydropyrimidine-4-carboxamide COC1=C(N=CN(C1=O)C)C(=O)N